CC1=CC(NN=C1C=1SC=CC1)=O 5-methyl-6-(thiophen-2-yl)pyridazin-3(2H)-one